4-chlorobenzothiophene-2-carboxylic acid ClC1=CC=CC2=C1C=C(S2)C(=O)O